C(C)(C)(C)OC(=O)N1CC2(C1)CC(C2)C=2SC(=NN2)NC(=O)C=2C=NC(=CC2C2=CC(=NC=C2OC)Cl)C.C(\C=C\C2=CC(OC)=C(O)C=C2)(=O)CC(\C=C\C2=CC(OC)=C(O)C=C2)=O Diferuloyl-methane tert-butyl-6-(5-(2'-chloro-5'-methoxy-6-methyl-(4,4'-bipyridine)-3-carboxamido)-1,3,4-thiadiazol-2-yl)-2-azaspiro(3.3)heptane-2-carboxylate